tert-butyldimethyl-((5-(4,4,5,5-tetramethyl-1,3,2-dioxaborolan-2-yl)-2-(trifluoromethoxy)benzyl)oxy)silane C(C)(C)(C)[Si](OCC1=C(C=CC(=C1)B1OC(C(O1)(C)C)(C)C)OC(F)(F)F)(C)C